(3S)-3-(2-(5-(2-(azetidin-1-yl)ethyl)-2-oxo-4-(trifluoromethyl)pyridin-1(2H)-yl)-4-methylpentanamido)-3-(2,3',4-trifluoro-2',4',5,6'-tetramethyl-[1,1'-biphenyl]-3-yl)propanoate N1(CCC1)CCC=1C(=CC(N(C1)C(C(=O)N[C@@H](CC(=O)[O-])C=1C(=C(C=C(C1F)C)C1=C(C(=C(C=C1C)C)F)C)F)CC(C)C)=O)C(F)(F)F